neopentyl glycol bisglycidyl ether C(C1CO1)OCC(C)(COCC1CO1)C